C(#N)CC1=C(CN2N=CC(=C2)C(=O)N)C=CC=C1 1-(2-(cyanomethyl)benzyl)-1H-pyrazole-4-carboxamide